C(C)(C)(C)OC(=O)N[C@H](C(=O)ON1C(CCC1=O)=O)C(C1CC1)C1CC1 (2,5-dioxopyrrolidin-1-yl) (2S)-2-(tert-butoxycarbonylamino)-3,3-dicyclopropyl-propanoate